N,N'-bis(2-benzothiazolyl)-2,6-pyridinedicarboxamide S1C(=NC2=C1C=CC=C2)NC(=O)C2=NC(=CC=C2)C(=O)NC=2SC1=C(N2)C=CC=C1